COC1=CC2=C(C(=C(O2)C=C)CCNC(OC(C)(C)C)=O)C=C1 tert-butyl (2-(6-methoxy-2-vinylbenzofuran-3-yl)ethyl)carbamate